IC1=CC(=C(C=C1)C1=NN=C(O1)C1=CC(=CC(=N1)CN1CCOCC1)C)N1CCC2(CC2)CC1 (R)-4-(6-(5-(4-Iodo-2-(6-azaspiro[2.5]octan-6-yl)phenyl)-1,3,4-oxadiazol-2-yl)-4-methylpyridin-2-yl)methylmorpholine